5-(p-tert-butylphenyl)-1,3-bis[5-(p-tert-butylphenyl)-1,3,4-oxadiazol-2-yl]benzene C(C)(C)(C)C1=CC=C(C=C1)C=1C=C(C=C(C1)C=1OC(=NN1)C1=CC=C(C=C1)C(C)(C)C)C=1OC(=NN1)C1=CC=C(C=C1)C(C)(C)C